C(C)(C)(C)OC(=O)NCCCCCN1C(=NC2=C1C(=CC(=C2)CN2CCN(CC2)C)C(N(C)C)=O)NC(=O)C=2C=C(C(=O)OC(C)(C)C)C=CC2 tert-butyl 3-((1-(5-((tert-butoxycarbonyl)amino)pentyl)-7-(dimethylcarbamoyl)-5-((4-methylpiperazin-1-yl)methyl)-1H-benzo[d]imidazol-2-yl)carbamoyl)benzoate